calcium thioglycolate C(CS)(=O)[O-].[Ca+2].C(CS)(=O)[O-]